FC1(CC(C1)(C)CN1N=C(C(=C1)C)C(C)(F)F)F 1-((3,3-Difluoro-1-methylcyclobutyl)methyl)-3-(1,1-difluoroethyl)-4-methyl-1H-pyrazole